C(C=C)(=O)OC[Si](OC)(OC)C Acryloxymethyl-methyldimethoxy-silane